NC=1N=C(SC1C(=O)C1=CC(=NO1)OC(F)F)NC1=CC=C(C=C1)F [4-amino-2-(4-fluoroanilino)-1,3-thiazol-5-yl][3-(difluoromethoxy)-1,2-oxazol-5-yl]methanone